NC1=C(C(=C(C=C1)O)N)O 1,3-diamino-2,4-dihydroxybenzene